(R)-1-(1-(3-chlorobenzyl)-1H-benzo[d]imidazol-2-yl)piperidin-3-amine ClC=1C=C(CN2C(=NC3=C2C=CC=C3)N3C[C@@H](CCC3)N)C=CC1